C[N-]CC1=C(C=CC=C1)Br methyl-[2'-bromobenzyl]amide